1-(4-isopropoxyphenyl)ethan-1-ol C(C)(C)OC1=CC=C(C=C1)C(C)O